5-Ethylsulfonyl-6-trifluoromethyl-1H-benzoimidazol C(C)S(=O)(=O)C1=CC2=C(NC=N2)C=C1C(F)(F)F